N-(2-(2-oxa-7-azaspiro[3.5]nonan-7-yl)pyrimidin-4-yl)-3-(2-fluoro-4-methoxyphenyl)isoxazol-5-amine C1OCC12CCN(CC2)C2=NC=CC(=N2)NC2=CC(=NO2)C2=C(C=C(C=C2)OC)F